5-bromo-2-(3-(trifluoromethyl)azetidin-1-yl)pyridine BrC=1C=CC(=NC1)N1CC(C1)C(F)(F)F